C(CC)OCCOCCOCCOCCO Tetraethylene Glycol MonoPropyl ether